COC1=NC=C(C(=C1)[C@@H]1N(CCCCC1)C1=NC(=NC(=C1)C)N)OC |r| (+/-)-4-[2-(2,5-dimethoxy-4-pyridyl)azepan-1-yl]-6-methyl-pyrimidin-2-amine